CC(C(CCCCCC)=O)=O nonanedione